(S)-1-((4-(cyclopropylethynyl)-2-oxo-4-(trifluoromethyl)-1,2,3,4-tetrahydroquinazolin-7-yl)methyl)-6-oxo-1,6-dihydropyrimidine-4-carbonitrile C1(CC1)C#C[C@@]1(NC(NC2=CC(=CC=C12)CN1C=NC(=CC1=O)C#N)=O)C(F)(F)F